[1,1'-biphenyl]-3,3'-dicarboxaldehyde C1(=CC(=CC=C1)C=O)C1=CC(=CC=C1)C=O